C(C)[C@@H]1CNC[C@@H](O1)C |r| rac-(2R,6S)-2-ethyl-6-methylmorpholine